amino-1H-pyrrolo[2,3-b]pyridine-5-acetonitrile NN1C=CC=2C1=NC=C(C2)CC#N